N-(4-((3-chloro-4-fluorophenyl)amino)-7-(3-(4-(7-((2-(2,6-dioxopiperidin-3-yl)-1,3-dioxoisoindolin-4-yl)amino)heptanoyl)piperazin-1-yl)propoxy)quinazolin-6-yl)acrylamide ClC=1C=C(C=CC1F)NC1=NC=NC2=CC(=C(C=C12)NC(C=C)=O)OCCCN1CCN(CC1)C(CCCCCCNC1=C2C(N(C(C2=CC=C1)=O)C1C(NC(CC1)=O)=O)=O)=O